3-(5-(4-(hydroxymethyl)piperidin-1-yl)pyridin-3-yl)piperidine-2,6-dione OCC1CCN(CC1)C=1C=C(C=NC1)C1C(NC(CC1)=O)=O